5-(thien-2-yl)-1H-tetrazole S1C(=CC=C1)C1=NN=NN1